(S)-N-((S)-(5-chloro-6-(difluoromethyl)pyridin-2-yl)(5-chloro-6-(trifluoromethyl)pyridin-3-yl)methyl)-2-oxoimidazolidine-4-carboxamide ClC=1C=CC(=NC1C(F)F)[C@@H](NC(=O)[C@H]1NC(NC1)=O)C=1C=NC(=C(C1)Cl)C(F)(F)F